ClC1=C(C(=O)Cl)C=CC(=C1)N1[C@@H](CN([C@H](C1)C)C)C |&1:14| 2-chloro-4-[(2R,SR)-2,4,5-trimethylpiperazin-1-yl]benzoyl chloride